butenesulfonate C(=CCC)S(=O)(=O)[O-]